N-(6-Oxo-1,6-dihydropyridin-3-yl)-1,8,10-triazatricyclo[7.4.0.02,7]trideca-2(7),3,5,8,10,12-hexaene-11-carboxamide O=C1C=CC(=CN1)NC(=O)C1=NC2=NC=3C=CC=CC3N2C=C1